O=C1CCN(C=2N1CC(NC2)=O)C(=O)NCC2=CC=CC=C2 4,7-dioxo-N-(phenylmethyl)-2H-pyrazino[1,2-a]pyrimidine-1(6H)-carboxamide